4-(5-(1-methylazetidin-3-yl)-2,5-diazabicyclo[2.2.1]heptan-2-yl)-1H-benzo[d]imidazole CN1CC(C1)N1C2CN(C(C1)C2)C2=CC=CC=1NC=NC12